N-((S)-2-(dimethylamino)-3-(4-hydroxyphenyl)propyl)-3-(1-(trifluoromethyl)cyclopropyl)-3-(6-(trifluoromethyl)pyridin-3-yl)propanamide CN([C@H](CNC(CC(C=1C=NC(=CC1)C(F)(F)F)C1(CC1)C(F)(F)F)=O)CC1=CC=C(C=C1)O)C